SC=1C=CC=C(C#N)C1 5-sulfanylbenzonitrile